C[C@H](CCC(=O)SCCNC(=O)CCNC(=O)[C@@H](C(C)(C)COP(=O)([O-])OP(=O)([O-])OC[C@@H]1[C@H]([C@H]([C@@H](O1)N2C=NC3=C(N=CN=C32)N)O)OP(=O)([O-])[O-])O)[C@H]4CC[C@@H]5[C@@]4([C@H](C[C@H]6[C@H]5CCC7=CC(=O)CC[C@]67C)O)C The molecule is a steroidal acyl-CoA(4-) obtained by deprotonation of phosphate and diphosphate functions of 12alpha-hydroxy-3-oxochol-4-en-24-oyl-CoA; major species at pH 7.3. It is a 3-oxo bile acid CoA thioester(4-) and a steroidal acyl-CoA(4-).